NC=1C=C(C=C(C1)C(=O)NCC(CO)O)C(=O)NCC(CO)O 5-amino-N,N'-bis(2,3-dihydroxypropyl)-1,3-benzenedicarboxamide